4-methyl-5-(6-methylpyrazin-2-yl)isobenzofuran-1(3H)-one CC1=C2COC(C2=CC=C1C1=NC(=CN=C1)C)=O